(S)-4-((tert-butoxycarbonyl)amino)-1-oxo-1-(perfluorophenoxy)butan-2-yl [1,1'-biphenyl]-4-carboxylate C1(=CC=C(C=C1)C(=O)O[C@H](C(OC1=C(C(=C(C(=C1F)F)F)F)F)=O)CCNC(=O)OC(C)(C)C)C1=CC=CC=C1